N2-[2-(3-methoxyphenyl)[1,2,4]triazolo[1,5-c]quinazolin-5-yl]-D-valinamide COC=1C=C(C=CC1)C1=NN2C(=NC=3C=CC=CC3C2=N1)N[C@H](C(C)C)C(=O)N